O1C(=CC=C1)CC1=NC(=C2N=C(NC2=N1)C)N (furan-2-ylmethyl)-8-methyl-9H-purin-6-amine